CC1(C(OB(O1)C1=C(C(=C(C(=C1)F)F)C)F)(C)C)C tetramethyl-2-(2,4,5-trifluoro-3-methylphenyl)-1,3,2-dioxaborolan